BrC=1C=C(C=CC1)CS(=O)(=O)NCCN1CCC(CC1)CN1N=NC(=C1)C1=C(NC2=CC=C(C=C12)F)C(=O)OCC(C)C isobutyl 3-(1-((1-(2-(((3-bromophenyl)methyl)sulfonamido)ethyl)piperidin-4-yl)methyl)-1H-1,2,3-triazol-4-yl)-5-fluoro-1H-indole-2-carboxylate